2-cyclohexyl-1-methyl-1H-imidazole C1(CCCCC1)C=1N(C=CN1)C